4-{[2-(benzyloxy)benzyl]amino}phenol C(C1=CC=CC=C1)OC1=C(CNC2=CC=C(C=C2)O)C=CC=C1